FC=1C=C(CN2C(=NC3=NC=C(C=C32)C=3C=CN2N=CC=C(C23)OC)C=2C=NN(C2)C)C=C(C1)F 1-(3,5-difluorobenzyl)-6-(4-methoxypyrrolo[1,2-b]pyridazin-5-yl)-2-(1-methyl-1H-pyrazol-4-yl)-1H-imidazo[4,5-b]pyridine